ClCC(C[NH+](C)C)O (3-chloro-2-hydroxypropyl)dimethylammonium